2-(2-(2,2'',6,6''-tetraphenyl-6'-(4-(3-phenyl-9H-carbazol-9-yl)phenyl)-[4,2':5',4''-terpyridin]-4'-yl)phenyl)benzo[d]oxazole C1(=CC=CC=C1)C1=NC(=CC(=C1)C1=NC(=C(C(=C1)C1=C(C=CC=C1)C=1OC2=C(N1)C=CC=C2)C2=CC(=NC(=C2)C2=CC=CC=C2)C2=CC=CC=C2)C2=CC=C(C=C2)N2C1=CC=CC=C1C=1C=C(C=CC21)C2=CC=CC=C2)C2=CC=CC=C2